N-cyclopentyl-5-((4-(4,4,5,5-tetramethyl-1,3,2-dioxaborolan-2-yl)phenoxy)methyl)pyridin-2-amine C1(CCCC1)NC1=NC=C(C=C1)COC1=CC=C(C=C1)B1OC(C(O1)(C)C)(C)C